ClC=1C=C(C=CC1)[C@@H]1[C@H](C1)C(=O)NC1=NC=CC(=C1)NCC=1N=C2N(C=C(C=C2C2(CCN(CC2)C)F)C2CC2)C1 (1S,2S)-2-(3-chlorophenyl)-N-(4-(((6-cyclopropyl-8-(4-fluoro-1-methylpiperidin-4-yl)imidazo[1,2-a]pyridin-2-yl)methyl)amino)pyridin-2-yl)cyclopropane-1-carboxamide